C1(CC1)N([C@H]1CN(CC1)C(C(=O)O)C1=C(C(=CC(=C1)C(C)C)F)OC)CCCCCC1=NC=2NCCCC2C=C1 2-((R)-3-(cyclopropyl(5-(5,6,7,8-tetrahydro-1,8-naphthyridin-2-yl)pentyl)amino)pyrrolidin-1-yl)-2-(3-fluoro-5-isopropyl-2-methoxyphenyl)acetic acid